C(#N)C=1C=CC=2N(C1)N=CC2C2CCN(CC2)C(=O)OC(C)(C)C tert-butyl 4-(6-cyanopyrazolo[1,5-a]pyridin-3-yl)piperidine-1-carboxylate